BrC1=C(OCC(=O)O)C=CC(=C1)OC(F)(F)F 2-bromo-4-(trifluoromethoxy)-phenoxyacetic acid